C1(CCCCCCCCCCCCCC1)C(=O)OCCCCCC(CCCCCOC(=O)C1CCCCCCCCCCCCCC1)N(CC)CCCCO[Si](C1=CC=CC=C1)(C1=CC=CC=C1)C(C)(C)C 6-((4-((tert-Butyldiphenylsilyl)oxy)butyl)(ethyl)amino)undecane-1,11-diyl dicyclopentadecanecarboxylate